4-(3-fluorophenyl)-1-(5-(isopropylthio)-4-morpholinothiazol-2-yl)-3-methyl-1H-pyrazole-5-carboxylic acid FC=1C=C(C=CC1)C=1C(=NN(C1C(=O)O)C=1SC(=C(N1)N1CCOCC1)SC(C)C)C